tert-butyl (S)-2-((tert-butoxycarbonyl)amino)-3-(3,4-diaminophenyl)propanoate C(C)(C)(C)OC(=O)N[C@H](C(=O)OC(C)(C)C)CC1=CC(=C(C=C1)N)N